N-((1S,2S)-1-(3,5-di-tert-butylphenyl)-2-(quinolin-2-yl)pentyl)acetamide tert-butyl-(2R,4S)-2-cyano-4-hydroxypyrrolidine-1-carboxylate C(C)(C)(C)OC(=O)N1[C@H](C[C@@H](C1)O)C#N.C(C)(C)(C)C=1C=C(C=C(C1)C(C)(C)C)[C@H]([C@H](CCC)C1=NC2=CC=CC=C2C=C1)NC(C)=O